C(N)(=O)C=1C=C(C=CC1F)NC(=O)[C@@H]1O[C@]([C@H]([C@H]1C1=C(C=C(C=C1)F)OC(F)F)C)(C(F)(F)F)C (2R,3S,4S,5R)-N-(3-carbamoyl-4-fluorophenyl)-3-(2-(difluoromethoxy)-4-fluorophenyl)-4,5-dimethyl-5-(trifluoromethyl)tetrahydrofuran-2-carboxamide